N-(3-((5-bromo-1-((2-(trimethylsilyl)ethoxy)methyl)-1H-pyrrolo[2,3-b]pyridine-6-yl)oxy)propyl)-4-methylbenzenesulfonamide BrC=1C=C2C(=NC1OCCCNS(=O)(=O)C1=CC=C(C=C1)C)N(C=C2)COCC[Si](C)(C)C